4-[(2R)-3-(3,4-dihydro-1H-isoquinolin-2-yl)-2-hydroxy-propyl]-8-(3-pyridylmethoxy)-2,3-dihydro-1,4-benzoxazepine C1N(CCC2=CC=CC=C12)C[C@H](CN1CCOC2=C(C1)C=CC(=C2)OCC=2C=NC=CC2)O